(R)-(6-(4-(2-Cyclopropoxyphenyl)piperidin-1-yl)-2-azaspiro[3.4]octan-2-yl)(oxetan-3-yl)methanone C1(CC1)OC1=C(C=CC=C1)C1CCN(CC1)[C@H]1CC2(CN(C2)C(=O)C2COC2)CC1